(2R,5S)-5-{2-[(6-chloro-5-fluoropyridin-3-yl)oxy]Acetamido}-2-[5-(3,4-dichlorophenyl)-1,3,4-oxadiazol-2-yl]Piperidine-1-carboxylic acid tert-butyl ester C(C)(C)(C)OC(=O)N1[C@H](CC[C@@H](C1)NC(COC=1C=NC(=C(C1)F)Cl)=O)C=1OC(=NN1)C1=CC(=C(C=C1)Cl)Cl